(hydroxy)butan OCCCC